C(C)C1=CC2=C(CCOC23C[C@@H](N(CC3)CC=3C=CC(=NC3)NC)C)S1 5-[[(2'S)-2-ethyl-2'-methyl-spiro[6,7-dihydrothieno[3,2-c]pyran-4,4'-piperidin]-1'-yl]methyl]-N-methyl-pyridin-2-amine